2-(2-(cyclopropanesulfonylamino)pyrimidin-4-yl)-N-(4-(pyridin-3-yl)phenyl)acetamide C1(CC1)S(=O)(=O)NC1=NC=CC(=N1)CC(=O)NC1=CC=C(C=C1)C=1C=NC=CC1